C(C)(C)(C)OC(=O)N1C[C@H]([C@@H](CC1)N1N=CC(=C1)NC(=O)C1=NNC=2C[C@@](CCC12)(C)COC)F (3R,4R)-3-fluoro-4-(4-((S)-6-(methoxymethyl)-6-methyl-4,5,6,7-tetrahydro-1H-indazole-3-carboxamido)-1H-pyrazole-1-yl)piperidine-1-carboxylic acid tert-butyl ester